FC1CCN(CC1)C(=O)C1(CC1)C(=O)OC methyl 1-(4-fluoropiperidine-1-carbonyl)cyclopropane-1-carboxylate